BrC1=C(C=CC(=C1)C(F)(F)F)I 2-bromo-1-iodo-4-(trifluoromethyl)benzene